CC1(OB(OC1(C)C)C=1C=CC=C2[C@@H](CCOC12)CNC(OC(C)(C)C)=O)C (R)-tert-butyl (8-(4,4,5,5-tetramethyl-1,3,2-dioxaborolan-2-yl)chroman-4-yl)methylcarbamate